(S)-3-((2-(1H-pyrazol-1-yl)benzyl)amino)-6-fluoro-5-(1-(2-fluorophenyl)ethyl)-4H-benzo[e][1,2,4]thiadiazine 1,1-dioxide N1(N=CC=C1)C1=C(CNC2=NS(C3=C(N2)C(=C(C=C3)F)[C@@H](C)C3=C(C=CC=C3)F)(=O)=O)C=CC=C1